C12COCC(CC1)N2C2CCC(CC2)N2C(NC1=C2C=C(C(=C1)C=1C=C(C=2N(C1)N=CN2)OC)C(C)C)=O 1-(4-(3-oxa-8-azabicyclo[3.2.1]oct-8-yl)cyclohexyl)-6-isopropyl-5-(8-methoxy-[1,2,4]triazolo[1,5-a]pyridin-6-yl)-1,3-dihydro-2H-benzo[d]imidazol-2-one